C[C@H]1N(CCCC1)C(CCCC=1N=C(N(C1)C1=CC=CC=C1)NC(C1=CC(=CC=C1)C=1C=NNC1)=O)=O (R)-N-(4-(4-(2-methylpiperidin-1-yl)-4-oxobutyl)-1-phenyl-1H-imidazol-2-yl)-3-(1H-pyrazol-4-yl)benzamide